6-Bromo-2-(fluoromethoxy)-7-(methoxymethoxy)quinoline BrC=1C=C2C=CC(=NC2=CC1OCOC)OCF